3-benzyloxy-4-ethylphenylethylamine C(C1=CC=CC=C1)OC=1C=C(C=CC1CC)CCN